N-[(Dimethylamino)[(2,5-dioxo-1-pyrrolidinyl)oxy]methylene]-N-methylmethanaminium Tetrafluoroborate F[B-](F)(F)F.CN(C)C(ON1C(CCC1=O)=O)=[N+](C)C